ClC=1N=NC2=CC(=CC=C2C1)C1=C(C=CC(=N1)C#N)C=1C=NN(C1)CC1(CCCC1)C 6-(3-chlorocinnolin-7-yl)-5-(1-((1-methylcyclopentyl)methyl)-1H-pyrazol-4-yl)picolinonitrile